ClC=1C=C(OC2=C(C(N(N=C2)C)=O)C2=NOC[C@H](N2)CC2=C(C=C(C=C2)Cl)Cl)C=CC1 |r| 5-(3-chlorophenoxy)-4-[(5RS)-5-(2,4-dichlorobenzyl)-5,6-dihydro-4H-1,2,4-oxadiazin-3-yl]-2-methylpyridazin-3(2H)-one